BrC=1C=C(C=2N(C1)N=CC2C#N)C=2C=NC(=CC2)N2C[C@@H](N([C@@H](C2)C)CC=2C=NC(=CC2)OC)C 6-bromo-4-(6-((3s,5r)-4-((6-methoxypyridin-3-yl)methyl)-3,5-dimethylpiperazin-1-yl)pyridin-3-yl)pyrazolo[1,5-a]pyridine-3-carbonitrile